2-((2-methyl-6-(trifluoromethyl)pyridin-3-yl)sulfonyl)-2,6-diazaspiro[3.3]heptane trifluoroacetate salt FC(C(=O)O)(F)F.CC1=NC(=CC=C1S(=O)(=O)N1CC2(C1)CNC2)C(F)(F)F